C(CCCCCCCCCCC)C(N(C)C)C(=O)O lauryl-dimethylGlycine